7-(4-(4-((4-(Ethoxycarbonyl)-3-hydroxyphenyl)amino)-4-oxobutanoyl)-3-methyl-piperazin-1-yl)-1-ethyl-6,8-difluoro-4-oxo-1,4-dihydroquinoline-3-carboxylic acid C(C)OC(=O)C1=C(C=C(C=C1)NC(CCC(=O)N1C(CN(CC1)C1=C(C=C2C(C(=CN(C2=C1F)CC)C(=O)O)=O)F)C)=O)O